C(C)(C)(C)N(CC=1C2=C(C(NN1)=O)C(=NC(=C2)C=2C=NN(C2C2=C(C(=CC(=C2C#N)OC2CC2)Cl)F)C)C=C)C(=O)O Tert-butyl-((7-(5-(3-chloro-6-cyano-5-cyclopropyloxy-2-fluorophenyl)-1-methyl-1H-pyrazol-4-yl)-4-oxo-5-vinyl-3,4-dihydropyrido[3,4-d]pyridazin-1-yl)methyl)aminocarboxylic acid